FC1=C(C=C(C=C1)F)C1=C(NC2=C1C(N(C=C2)C)=O)C2=CC=NC=C2 4-[3-(2,5-difluorophenyl)-5-methyl-4-oxo-4,5-dihydro-1H-pyrrolo[3,2-c]pyridin-2-yl]pyridin